N-(4-((4-hydroxypiperidin-1-yl)methyl)thiazol-2-yl)-2-methyl-5-(3-(trifluoromethoxy)phenyl)furan-3-carboxamide OC1CCN(CC1)CC=1N=C(SC1)NC(=O)C1=C(OC(=C1)C1=CC(=CC=C1)OC(F)(F)F)C